(3R,6S)-6-(Hydroxymethyl)oxan-3-amine OC[C@@H]1CC[C@H](CO1)N